CN1C[C@H](CCC1)C1=CC=C(C=C1)B1OC(C(O1)(C)C)(C)C (R)-1-methyl-3-(4-(4,4,5,5-tetramethyl-1,3,2-dioxaborolan-2-yl)phenyl)piperidine